C(C)(C)(C)OC(=O)N1CCC(CC1)CNC1=NC=CC(=C1)C1=CN(C2=CN=CC=C21)C(C)C.C(C=C)C=2C=C(C=CC2)C2=CC(=CC=C2)CC=C 3,3'-diallyl-biphenyl tert-butyl-4-(((4-(1-isopropyl-1H-pyrrolo[2,3-c]pyridin-3-yl)pyridin-2-yl)amino)methyl)piperidine-1-carboxylate